tert-butyl N-cyclobutyl-N-[(3R)-1-{6-[2-(methoxymethoxy)-4-[1-(oxan-2-yl)pyrazol-4-yl]phenyl]pyridazin-3-yl}pyrrolidin-3-yl]carbamate C1(CCC1)N(C(OC(C)(C)C)=O)[C@H]1CN(CC1)C=1N=NC(=CC1)C1=C(C=C(C=C1)C=1C=NN(C1)C1OCCCC1)OCOC